2-bromo-N-(4,5-dimethylisoxazol-3-yl)-3-(ethoxymethyl)benzenesulfonamide BrC1=C(C=CC=C1COCC)S(=O)(=O)NC1=NOC(=C1C)C